2-Chloro-1-(4-(3-((4-phenoxyphenyl)amino)-1-((2-(trimethylsilyl)ethoxy)methyl)-1,4,5,6,8-pentazaacenaphthylen-5(1H)-yl)piperidin-1-yl)ethan-1-one ethyl-(2s)-2-hydroxypropionate C(C)OC([C@H](C)O)=O.ClCC(=O)N1CCC(CC1)N1N=C(C2=CN(C=3N=CN=C1C32)COCC[Si](C)(C)C)NC3=CC=C(C=C3)OC3=CC=CC=C3